N-{2-[4-(6-fluoro-1,2-benzisoxazol-3-yl)piperidin-1-yl]ethyl}propan-2-amine FC1=CC2=C(C(=NO2)C2CCN(CC2)CCNC(C)C)C=C1